FC1=C(C=CC=C1)/C=C/C(=O)C1=NC=CC=C1 (2E)-3-(2-fluorophenyl)-1-(pyridin-2-yl)prop-2-en-1-one